tert-butyl ((S)-(7-((S)-cyclopropyl(4,4,4-trifluorobutanamido)methyl)imidazo[1,2-a]pyrimidin-2-yl)(4,4-difluorocyclohexyl)methyl)carbamate C1(CC1)[C@@H](C1=NC=2N(C=C1)C=C(N2)[C@H](C2CCC(CC2)(F)F)NC(OC(C)(C)C)=O)NC(CCC(F)(F)F)=O